4-tert-butyl 2-ethyl 6-fluoro-2H-benzo[b][1,4]oxazine-2,4(3H)-dicarboxylate FC1=CC2=C(OC(CN2C(=O)OC(C)(C)C)C(=O)OCC)C=C1